C1(=CC=CC=C1)CCC1=NCC(C2=CC=CC=C12)=NOC(C)(C)C 2-phenylethyl-4-tert-butyloxyiminoisoquinoline